S-methyl (1-(benzo[d][1,3]dioxol-5-yl)propan-2-yl)(methyl)carbamothioate O1COC2=C1C=CC(=C2)CC(C)N(C(SC)=O)C